OC=1C([C@H]([C@@H](C1C)C)C)=O trans-2-hydroxy-3,4,5-trimethyl-2-cyclopenten-1-one